N=1C=NN2C1C=C(C=C2)OC2=C(C=C(C=C2)NC=2C1=C(N=CN2)C=CC(=N1)N1C2CN(C(C1)C2)C(C#CC)=O)C 1-(5-(4-((4-([1,2,4]triazolo[1,5-a]pyridin-7-yloxy)-3-methylphenyl)amino)pyrido[3,2-d]pyrimidin-6-yl)-2,5-diazabicyclo[2.2.1]heptan-2-yl)but-2-yn-1-one